5-(4-bromophenyl)-2-furoyl chloride BrC1=CC=C(C=C1)C1=CC=C(O1)C(=O)Cl